C(C1=CC=CC=C1)NC(=N)NC(=N)NCC=1C=NC=CC1 1-benzyl-5-(pyridin-3-yl)methyl-biguanide